1-(tert-butyl)-4-methoxybenzene C(C)(C)(C)C1=CC=C(C=C1)OC